2-((S)-1-(1-(3-isopropyl-1,2,4-oxadiazol-5-yl)piperidin-4-yl)ethoxy)-5-(6-(trifluoromethyl)pyridin-3-yl)thiazolo[5,4-b]pyridin C(C)(C)C1=NOC(=N1)N1CCC(CC1)[C@H](C)OC=1SC2=NC(=CC=C2N1)C=1C=NC(=CC1)C(F)(F)F